N1C=CC2=CC(=CC=C12)NC(=O)S (1H-indol-5-yl)carbamoyl thiol